ClC1=NC(=CC(=N1)OC1CN(CCC1)C(=O)OC(C)(C)C)C1=C(C=CC=C1C)C tert-butyl 3-[2-chloro-6-(2,6-dimethylphenyl)pyrimidin-4-yl]oxypiperidine-1-carboxylate